CC1(COC1)C=O 3-methyl-oxetan-3-carbaldehyde